COC1=CC=C(CN(S(=O)(=O)C2=C(C=C(CC(C(=O)OCC)C(CC3CC3)=O)C=C2)F)CC2=CC=C(C=C2)OC)C=C1 ethyl 2-(4-(N,N-bis(4-methoxybenzyl)sulfamoyl)-3-fluorobenzyl)-4-cyclopropyl-3-oxobutanoate